2,6-Dideoxy-D-ribo-hexopyranose OC1C[C@H](O)[C@H](O)[C@H](O1)C